FC(C=1C(=C(C=CC1)[C@@H](C)NC1=C2C(=C(N=N1)C)C=NC(=C2)C=2C=CC(=C(CN1CCC(CC1)C1=CC=C(C=C1)N1C(NC(CC1)=O)=O)C2)F)F)F (R)-1-(4-(1-(5-(1-((1-(3-(difluoromethyl)-2-fluorophenyl)ethyl)amino)-4-methyl-pyrido[3,4-d]pyridazin-7-yl)-2-fluorobenzyl)piperidin-4-yl)phenyl)dihydropyrimidine-2,4(1H,3H)-dione